O1CCN(CC1)CCOC1=CC=C(C=C1)N1N=NC2=C1C(C1=C(C2=O)SC=C1)=O 1-(4-(2-morpholinoethoxy)phenyl)-1H-thieno[2',3':4,5]benzo[1,2-d][1,2,3]triazole-4,8-dione